FC(C1=NC(=NC(=N1)C(F)(F)F)N1[C@H](C=2NC3=CC=C(C=C3C2CC1)Cl)C[C@H]1C[C@@H](CC1)O)(F)F (1R,3S)-3-({(1S)-2-[4,6-bis(trifluoromethyl)-1,3,5-triazin-2-yl]-6-chloro-2,3,4,9-tetrahydro-1H-pyrido[3,4-b]indol-1-yl}methyl)cyclopentan-1-ol